The molecule is an N-acylglycine with an acyl group that is heptanoyl. It has a role as a metabolite. It is a N-acylglycine and a fatty amide. It derives from a heptanoic acid. CCCCCCC(=O)NCC(=O)O